CC1C2C=CC(C1C)C2 5,6-dimethyl-2-norbornene